(2,2-difluorocyclopropyl)-1H-pyridin-2-one FC1(C(C1)N1C(C=CC=C1)=O)F